ClC1=C2C(=NC=C1OC=1C=NN3C1C(=NC=C3)NC)N=C(N2C)NC2=CC(=NC(=C2)C(F)(F)F)[C@@H]2COCC2 (R)-7-chloro-1-methyl-6-((4-(methylamino)pyrazolo[1,5-a]pyrazin-3-yl)oxy)-N-(2-(tetrahydrofuran-3-yl)-6-(trifluoromethyl)pyridin-4-yl)-1H-imidazo[4,5-b]pyridin-2-amine